ClC=1C=C(CO[C@@H]2C[C@H](C2)C(=O)NCC2=C(C(=C(C=C2)C(F)(F)F)C=2NC(C=C(N2)C(F)(F)F)=O)F)C=C(C1)F trans-3-[(3-chloro-5-fluorobenzyl)oxy]-N-{2-fluoro-3-[6-oxo-4-(trifluoromethyl)-1,6-dihydropyrimidin-2-yl]-4-(trifluoromethyl)benzyl}cyclobutane-1-carboxamide